2-fluoro-5-((((3S,11aR)-6-methoxy-9-oxo-3,4-dihydro-1H,9H,11H-3,11a-methanopyrimido[6',1':2,3]imidazo[5,1-c][1,4]oxazin-7-yl)oxy)methyl)benzonitrile FC1=C(C#N)C=C(C=C1)COC1=NC(N2C(N3[C@@]4(CO[C@H](C3)C4)C2)=C1OC)=O